methyl cumyl carbonate C(OC)(OC(C)(C)C1=CC=CC=C1)=O